CC=1C=CC(=C(C1)N(S(=O)(=O)C1CC1)C)[N+](=O)[O-] N-(5-methyl-2-nitrophenyl)-N-methylcyclopropanesulfonamide